sodium iron zinc calcium sulfate phosphate P(=O)([O-])([O-])[O-].S(=O)(=O)([O-])[O-].[Ca+2].[Zn+2].[Fe+2].[Na+]